(4-Bromophenyl)pentafluoro-λ6-sulfane BrC1=CC=C(C=C1)S(F)(F)(F)(F)F